(1-methyl-2-phenoxy-2-phenyl-ethyl) (2S)-2-[(4-formamido-3-hydroxy-pyridine-2-carbonyl)amino]propanoate C(=O)NC1=C(C(=NC=C1)C(=O)N[C@H](C(=O)OC(C(C1=CC=CC=C1)OC1=CC=CC=C1)C)C)O